N1=CC(=C2N1C=CC=N2)N2N=CC=1C=NC=CC12 (pyrazolo[1,5-a]pyrimidin-3-yl)-1H-pyrazolo[4,3-c]pyridin